C=C1CC(CCC1)CO (3-Methylenecyclohexyl)methanol